tert-butyl 4-(4-methoxy-4-oxobutyl)-2-phenylpiperazine-1-carboxylate COC(CCCN1CC(N(CC1)C(=O)OC(C)(C)C)C1=CC=CC=C1)=O